ClC=1C=C(C=CC1Cl)C(=O)N1CC(C(C12CCCC2)O)(F)F (3,4-dichlorophenyl)(3,3-difluoro-4-hydroxy-1-azaspiro[4.4]non-1-yl)methanone